2,2,4-triphenyl-1-p-nitrobenzenesulfonylpyrrolidine C1(=CC=CC=C1)C1(N(CC(C1)C1=CC=CC=C1)S(=O)(=O)C1=CC=C(C=C1)[N+](=O)[O-])C1=CC=CC=C1